N1=NN=CC(=C1)C(=O)O [1,2,3]Triazine-5-carboxylic acid